p-toluenesulfonyl-4-chloro-3-trifluoroacetylindole CC1=CC=C(C=C1)S(=O)(=O)C=1NC2=CC=CC(=C2C1C(C(F)(F)F)=O)Cl